N[C@@H]1C(CCC1)=O (1S,2S)-2-aminocyclopentanone